C(=O)C=1C=C(C=CC1O)S(=O)(=O)NC(=O)C=1C=C(C(=O)O)C=CN1 2-(((3-formyl-4-hydroxyphenyl)sulfonyl)carbamoyl)isonicotinic acid